tert-Butyl (2S,5R)-4-(2,2-dimethylpropanoyl)-2-(4-fluorophenyl)-5-methyl-piperazine-1-carboxylate CC(C(=O)N1C[C@@H](N(C[C@H]1C)C(=O)OC(C)(C)C)C1=CC=C(C=C1)F)(C)C